2-(4-(1-((6-bromo-2-(2,6-dioxopiperidin-3-yl)-1,3-dioxoisoindolin-5-yl)methyl)piperidin-4-yl)phenyl)-2H-indazole-7-carboxamide BrC1=C(C=C2C(N(C(C2=C1)=O)C1C(NC(CC1)=O)=O)=O)CN1CCC(CC1)C1=CC=C(C=C1)N1N=C2C(=CC=CC2=C1)C(=O)N